ClC1=CC=C(C=C1)C=1CC2(CCC2)CCC1CN1CCN(CC1)C1=CC=C(C(=O)N)C=C1 4-(4-((6-(4-chlorophenyl)spiro[3.5]non-6-en-7-yl)methyl)piperazine-1-yl)benzamide